diisodecyl-dipentaerythritol phosphite P(O)(O)OCC(CO)(C(OC(C(CO)(CO)CO)CCCCCCCC(C)C)CCCCCCCC(C)C)CO